(4-methoxybenzyl)-2-(trifluoromethyl)-1H-imidazole-4-carboxylic acid ethyl ester C(C)OC(=O)C=1N=C(N(C1)CC1=CC=C(C=C1)OC)C(F)(F)F